2-(2,6-dibromophenyl)acetic acid BrC1=C(C(=CC=C1)Br)CC(=O)O